NC1=CC=C(C=C1)[Co] (4-aminophenyl)cobalt